Ethanesulfonic acid {3-[6-amino-8-(6-iodo-indan-5-ylsulfanyl)-purin-9-yl]-propyl}-amide NC1=C2N=C(N(C2=NC=N1)CCCNS(=O)(=O)CC)SC=1C=C2CCCC2=CC1I